[Sb].C(CO)O.[Sb] antimony ethylene glycol antimony